(S)-1-cyano-N-(4-methoxypyridin-2-yl)pyrrolidine-3-carboxamide C(#N)N1C[C@H](CC1)C(=O)NC1=NC=CC(=C1)OC